Cl.N1(CCCCC1)C=1C=C(C=CC1)B(O)O 3-(PIPERIDINO)PHENYLBORONIC ACID HCL